CC1=C(NC(=C1CCC(=O)O)C)C=C2C3=CC=CC=C3NC2=O The molecule is an oxindole that is 3-methyleneoxindole in which one of the hydrogens of the methylene group is substituted by a 2-(2-carboxyethyl)-3,5-dimethylpyrrol-3-yl group. It is an ATP-competitive inhibitor of the tyrosine kinase activity of fibroblast growth factor receptor 1. It has a role as a vascular endothelial growth factor receptor antagonist, an EC 2.7.10.1 (receptor protein-tyrosine kinase) inhibitor and an antineoplastic agent. It is a member of oxindoles, a member of pyrroles and a monocarboxylic acid. It derives from a 3-methyleneoxindole.